2-bromo-N1,N1-di(isoquinolin-6-yl)-N3,N3-di(naphthalen-2-yl)benzene-1,3-diamine BrC1=C(C=CC=C1N(C1=CC2=CC=CC=C2C=C1)C1=CC2=CC=CC=C2C=C1)N(C=1C=C2C=CN=CC2=CC1)C=1C=C2C=CN=CC2=CC1